2-(3-(3-bromophenyl)-3-methylbutanoyl)-N-methylhydrazinecarbothioamide BrC=1C=C(C=CC1)C(CC(=O)NNC(NC)=S)(C)C